5-Acetyl-4-[[4-[(E)-3-(4-hydroxyphenyl)prop-2-enoyl]anilino]methyl]-3-methyl-6-phenyl-1,6-dihydropyrimidin-2-one C(C)(=O)C1=C(N(C(NC1C1=CC=CC=C1)=O)C)CNC1=CC=C(C=C1)C(\C=C\C1=CC=C(C=C1)O)=O